ClC=1N=CC(=NC1)N1CCC(CC1)N1C([C@@H](CC1)OC[C@H](C)NC1=C(C(NN=C1)=O)C(F)(F)F)=O 5-(((S)-1-(((R)-1-(1-(5-chloropyrazin-2-yl)piperidin-4-yl)-2-oxopyrrolidin-3-yl)oxy)propan-2-yl)amino)-4-(trifluoromethyl)pyridazin-3(2H)-one